ClC1=NC(=C2N(C=NC2=N1)C1CCC1)OC 2-Chloro-7-cyclobutyl-6-methoxy-7H-purine